CC=1C=CC(=NC1)OC1(CCCCC1)C(=O)NN trans-((5-Methylpyridin-2-yl)oxy)-cyclohexanecarboxylic acid hydrazide